CC1(OB(OC1(C)C)C1=C2CCNC(C2=CC=C1)=O)C 5-(4,4,5,5-tetramethyl-1,3,2-dioxaborolan-2-yl)-3,4-dihydro-2H-isoquinolin-1-one